O1COC2=C1C=CC(=C2)N2CC(C2)CC2C(NC1=C(S2)C=CC(=C1)C(=O)NC1=CNC2=CC=CC=C12)=O ((1-(benzo[d][1,3]dioxol-5-yl)azetidin-3-yl)methyl)-N-(1H-indol-3-yl)-3-oxo-3,4-dihydro-2H-benzo[b][1,4]thiazine-6-carboxamide